OC1=C(C=CC=C1)C(/C=C/C=1C=C(OC(C(=O)OC(C)C)(C)C)C=CC1)=O Propan-2-yl 2-[3-[(E)-3-(2-hydroxyphenyl)-3-oxoprop-1-enyl]phenoxy]-2-methylpropanoate